Cl.Cl.CN1N=CC(=C1)C=1C=C(C=2N(C1)N=CC2C#N)C2=CC=C(C=C2)N2CCNCC2 6-(1-methyl-1H-pyrazol-4-yl)-4-(4-(piperazin-1-yl)phenyl)pyrazolo[1,5-a]pyridine-3-carbonitrile dihydrochloride